(S)-2-((((9H-fluoren-9-yl)methoxy)carbonyl)amino)-3-(5-chloro-2-(trifluoromethoxy)phenyl)propanoic acid C1=CC=CC=2C3=CC=CC=C3C(C12)COC(=O)N[C@H](C(=O)O)CC1=C(C=CC(=C1)Cl)OC(F)(F)F